(S)-4-ethyl-7-((6-fluoro-8-(2-hydroxyethoxy)-3-iodo-1-methyl-4-carbonyl-1,4-dihydroquinolin-2-yl)methyl)-4-hydroxy-1,7-dihydro-3H-pyrano[3,4-c]pyridine-3,8(4H)-dione C(C)[C@]1(C(OCC=2C(N(C=CC21)CC=2N(C1=C(C=C(C=C1C(C2I)=C=O)F)OCCO)C)=O)=O)O